N1(CCCC2=CC=CC=C12)CCOCC=1N=C(SC1)N(CC1=CC(=CC=C1)OC)CC1=CC(=CC=C1)OC 4-((2-(3,4-dihydroquinolin-1(2H)-yl)ethoxy)methyl)-N,N-bis(3-methoxybenzyl)thiazol-2-amine